NC1=NC=C(C(=N1)O[C@H](C)CC)C(=O)NC=1C(N(C=CC1)C1CC1)=O (R)-2-amino-4-(sec-butoxy)-N-(1-cyclopropyl-2-oxo-1,2-dihydropyridin-3-yl)pyrimidine-5-carboxamide